1-(4-(1,3-dioxolan-2-yl)pyridin-2-yl)-3-hydroxy-3-methylindoline O1C(OCC1)C1=CC(=NC=C1)N1CC(C2=CC=CC=C12)(C)O